1-(4-fluorothiophen-2-yl)-N,N-dimethylmethylamine FC=1C=C(SC1)CN(C)C